4-cyclopropyl-5-[1-(2,2-difluoroethyl)pyrazol-4-yl]-2-methylaniline C1(CC1)C1=CC(=C(N)C=C1C=1C=NN(C1)CC(F)F)C